O=C1OC(C2C=CC(O)=CC=2)(C2C=CC(O)=CC=2)C2C=CC=CC1=2 Phenolphthalein